C(C1=CC=CC=C1)(=O)OC(CC=CC=C)CCCCC 6-undecadienyl benzoate